4-bromo-2-(2-bromoethoxy)-5-difluoromethylaniline BrC1=CC(=C(N)C=C1C(F)F)OCCBr